trichloro(vinyl)silane Cl[Si](C=C)(Cl)Cl